FC1=CC=C(C=C1)C=1C=C2C(=CN=NC2=C(C1)OC)N[C@H](C)C=1N=NC(=CC1)C (R)-6-(4-fluorophenyl)-8-methoxy-N-(1-(6-methylpyridazin-3-yl)ethyl)cinnolin-4-amine